C(C1=CC=CC=C1)OC1=C2C[C@H](N(CC2=CC=C1OC)C=1OC2=C(N1)C=CC(=C2)F)C(=O)NS(=O)(=O)C (S)-5-(benzyloxy)-2-(6-fluorobenzo[d]oxazol-2-yl)-6-methoxy-N-(methyl-sulfonyl)-1,2,3,4-tetrahydroisoquinoline-3-carboxamide